(tert-Butoxycarbonylaminoethyl)-5-(4-methoxyphenyl)-1H-indole-4,7-dione C(C)(C)(C)OC(=O)NCCN1C=CC=2C(C(=CC(C12)=O)C1=CC=C(C=C1)OC)=O